Tert-Butyl 4-[1-(2,2-dimethylpropanoyl)-6-tetrahydropyran-4-yl-pyrrolo[3,2-f]indazol-7-yl]benzoate CC(C(=O)N1N=CC2=CC3=C(C=C12)N(C(=C3)C3CCOCC3)C3=CC=C(C(=O)OC(C)(C)C)C=C3)(C)C